ClC1=CC=C(C=C1)C1=C(C=CC=C1)CN1C2CN(C(C1)CC2)C=2C=C1C(N(C(C1=CC2)=O)C2C(NC(CC2)=O)=O)=O 5-(5-((4'-chloro-[1,1'-biphenyl]-2-yl)methyl)-2,5-diazabicyclo[2.2.2]oct-2-yl)-2-(2,6-dioxopiperidin-3-yl)isoindoline-1,3-dione